CN1CCC(CC1)C(=O)N (1-methylpiperidin-4-yl)-carboxamide